Cl.Cl.N[C@@H](CC#N)CC1=C(C2=NC(=CC(=C2S1)NCC=1SC=CC1)Cl)Cl (3S)-3-amino-4-(3,5-dichloro-7-{[(thiophen-2-yl)methyl]amino}thieno[3,2-b]pyridin-2-yl)butanenitrile dihydrochloride